COC1=CC(=C(C=C1)\C=C\[N+](=O)[O-])C (E)-4-methoxy-2-methyl-1-(2-nitrovinyl)benzene